Cl[C@@H](C)C1=NC2=C(N1[C@H]1OCC1)C=C(C=C2)C(=O)OC(C)(C)C tert-butyl 2-((S)-1-chloroethyl)-1-((S)-oxetan-2-yl)-1H-benzo[d]imidazole-6-carboxylate